(R)-4-(1-Ethyl-3-methyl-1H-pyrazol-4-yl)-6-(3-(5-(3-hydroxy-1-methyl-2-oxopyrrolidin-3-yl)isoxazol-3-yl)phenyl)picolinamide C(C)N1N=C(C(=C1)C1=CC(=NC(=C1)C1=CC(=CC=C1)C1=NOC(=C1)[C@]1(C(N(CC1)C)=O)O)C(=O)N)C